racemic-4-benzyl-2-(8-fluoro-3-quinolyl)-4,6,6-trimethyl-5H-1,3-oxazine C(C1=CC=CC=C1)[C@]1(N=C(OC(C1)(C)C)C=1C=NC2=C(C=CC=C2C1)F)C |r|